6-{4-amino-2-[2-(dimethylamino)ethoxy]phenyl}-5-{3-fluoro-4-[(4-methylpyrimidin-2-yl)oxy]phenyl}-7-methyl-5H-pyrrolo[3,2-d]pyrimidin-4-amine NC1=CC(=C(C=C1)C1=C(C=2N=CN=C(C2N1C1=CC(=C(C=C1)OC1=NC=CC(=N1)C)F)N)C)OCCN(C)C